1-tert-butyloxycarbonyl-4-[3-amino-2-pyridyl]piperazine C(C)(C)(C)OC(=O)N1CCN(CC1)C1=NC=CC=C1N